Trans-2-[3-(ethylsulfamoyl)-4-[2-[4-(isopropoxycarbonylamino)cyclohexyl]thiazol-5-yl]phenyl]acetic acid methyl ester COC(CC1=CC(=C(C=C1)C1=CN=C(S1)[C@@H]1CC[C@H](CC1)NC(=O)OC(C)C)S(NCC)(=O)=O)=O